(E)-4-{[4-(10-benzyl-3-chloro-11-oxo-10,11-dihydro-5H-dibenzo[b,e][1,4]diazepin-5-yl)butyl](methyl)amino}but-2-enenitrile maleate C(\C=C/C(=O)O)(=O)O.C(C1=CC=CC=C1)N1C2=C(N(C3=C(C1=O)C=CC(=C3)Cl)CCCCN(C/C=C/C#N)C)C=CC=C2